OC1(CCN(CC1)C(C[C@@H](C)C1=CC=CC=C1)=O)CN1C=NC=2C(C1=O)=CSC2C=2C=C1CNCC1=CC2 (R)-3-((4-hydroxy-1-(3-phenylbutyryl)piperidin-4-yl)methyl)-7-(isoindolin-5-yl)thieno[3,4-d]pyrimidin-4(3H)-one